C(C)NC=1C=C(C=C2C(C(NC12)=O)(C)N1C[C@@H](CCC1)NC=1C=NC(=CC1)O)F 7-(ethylamino)-5-fluoro-3-[(3R)-3-[(6-hydroxy-3-pyridyl)amino]-1-piperidyl]-3-methyl-indolin-2-one